C(C)(C)SC1=CC=CC(=N1)C=1C=CC(=NC1)N1CC(CCC1)CC(=O)O 2-[1-[5-(6-isopropylsulfanyl-2-pyridyl)-2-pyridyl]-3-piperidyl]acetic acid